C(C=1C(O)=CC=CC1)(=O)OCCC=CCC (+-)-3-hexen-1-yl salicylate